[N+](=O)([O-])[O-].[NH4+].C(CCS(=O)(=O)O)S(=O)(=O)[O-].[Na+] sodium propanedisulfonate Ammonium Nitrate